L-Ornithine-D6 hydrochloride [2H]C([2H])([C@@H](C(=O)O)N)C([2H])([2H])C([2H])([2H])N.Cl